COC=1C=C2C=CC=[N+](C2=CC1)CCCS(=O)(=O)O 6-methoxy-N-(3-sulfopropyl)-quinolinium